C(#N)C=1C(=CC(=NC1N1[C@H]([C@@H](C1)O)C)N1C[C@@H]2C([C@@H]2C1)CC(=O)OCC)C(F)(F)F ethyl [(1R,5S,6R)-3-{5-cyano-6-[(2S,3R)-3-hydroxy-2-methylazetidin-1-yl]-4-(trifluoromethyl)pyridin-2-yl}-3-azabicyclo[3.1.0]hex-6-yl]acetate